1-mercaptomethyl-trimethoxysilane tert-Butyl-4-(4-(2-(2-aminopyridin-3-yl)-5-(3-oxo-1,4-diazepan-1-yl)-3H-imidazo[4,5-b]pyridin-3-yl)benzyl)piperazine-1-carboxylate C(C)(C)(C)OC(=O)N1CCN(CC1)CC1=CC=C(C=C1)N1C(=NC=2C1=NC(=CC2)N2CC(NCCC2)=O)C=2C(=NC=CC2)N.SC[Si](OC)(OC)OC